tert-butyl 4-(((3R,4R)-3-(4-(tert-butoxycarbonyl) phenyl)-1-(2-(trifluoromethoxy) ethyl)piperidin-4-yl)methyl)-5,7-dimethyl-1H-indole-1-carboxylate C(C)(C)(C)OC(=O)C1=CC=C(C=C1)[C@@H]1CN(CC[C@H]1CC1=C2C=CN(C2=C(C=C1C)C)C(=O)OC(C)(C)C)CCOC(F)(F)F